C1(CC1)C=1C=C(C(=O)N=C2NCCN2)C=CC1NC1=C(C=CC=C1)C(NC(C)C)=O 3-cyclopropyl-N-[(2E)-imidazolidin-2-ylidene]-4-({2-[(propan-2-yl)carbamoyl]phenyl}amino)benzamide